FC1=C(C=C(C=C1)C1OC2=CC=CC=C2CC1)OC Cis-2-(4-fluoro-3-methoxyphenyl)chroman